1-(2-chloro-4-((7-hydroxy-6-methoxyquinazolin-4-yl)oxy)phenyl)-3-(1-methyl-1H-pyrazol-4-yl)urea ClC1=C(C=CC(=C1)OC1=NC=NC2=CC(=C(C=C12)OC)O)NC(=O)NC=1C=NN(C1)C